FC=1C=C2C3=C(NC2=CC1)[C@H](N([C@@H](C3)C)C[C@H](C(=O)OC)C)C3=C(C(=NC=C3F)OCCN(C)CCCF)C Methyl (R)-3-((1R,3R)-6-fluoro-1-(5-fluoro-2-(2-((3-fluoropropyl)(methyl)amino)ethoxy)-3-methylpyridin-4-yl)-3-methyl-1,3,4,9-tetrahydro-2H-pyrido[3,4-b]indol-2-yl)-2-methylpropanoate